2-(4-(4-(2,6-dioxopiperidin-3-yl)-3,5-difluorophenyl)piperazin-1-yl)-5-formylnicotinonitrile O=C1NC(CCC1C1=C(C=C(C=C1F)N1CCN(CC1)C1=C(C#N)C=C(C=N1)C=O)F)=O